N-tert-Butoxycarbonyl-carbamic acid tert-butyl ester C(C)(C)(C)OC(NC(=O)OC(C)(C)C)=O